NC(C#N)C=1C=NN(C1C)C1CC1 2-amino-2-(1-cyclopropyl-5-methyl-pyrazol-4-yl)acetonitrile